CN1N=CC(=C1)N1C(C(=NC=C1)N1C(COCC1)C)=O 1-(1-methyl-1H-pyrazol-4-yl)-3-(3-methylmorpholino)pyrazin-2(1H)-one